1-triethoxysilyl-2-(diethylamino)(methyldiethoxysilylpropylamino)methylsilylethylene C(C)O[Si](C(=CN(CC)CC)[SiH2]CNCCC[Si](OCC)(OCC)C)(OCC)OCC